((2R,5S)-5-{2-[(1R)-1-hydroxy-ethyl]-1H-imidazo[4,5-d]-thieno[3,2-b]-pyridin-1-yl}-tetrahydro-2H-pyran-2-yl)-acetonitrile O[C@H](C)C1=NC=2C(=C3C(=NC2)C=CS3)N1[C@H]1CC[C@@H](OC1)CC#N